(S)-6-fluoro-4-(3-(7-methyl-6,7-dihydropyrazolo[1,5-a]pyrimidin-4(5H)-yl)-7,8-dihydro-1,6-naphthyridin-6(5H)-yl)quinazoline FC=1C=C2C(=NC=NC2=CC1)N1CC=2C=C(C=NC2CC1)N1C=2N([C@H](CC1)C)N=CC2